2-(3-([1,1'-biphenyl]-3-yl)-4-(4-(hydroxymethyl)benzyl)-1H-pyrazol-1-yl)thiazole-4-carboxylic acid C1(=CC(=CC=C1)C1=NN(C=C1CC1=CC=C(C=C1)CO)C=1SC=C(N1)C(=O)O)C1=CC=CC=C1